Cl.Cl.C(CC)N1C(=NN=C1)CN (4-propyl-4H-1,2,4-triazol-3-yl)methanamine dihydrochloride